CC=1C(=CN2N=C(N=C(C21)O)C=2N=CN(C2)C)C2=NN(C=C2)C 5-methyl-2-(1-methyl-1H-imidazol-4-yl)-6-(1-methyl-1H-pyrazol-3-yl)pyrrolo[2,1-f][1,2,4]triazin-4-ol